(2,6-dichloro-3,5-dimethoxystyryl)-1H-pyrazol-3-amine ClC1=C(C=CN2N=C(C=C2)N)C(=C(C=C1OC)OC)Cl